O1C2=C(OCC1)C=C(C=C2)[C@H]2N(CCC2)CC2=NC=C(C=C2)C=2C=NN(C2)C (S)-2-((2-(2,3-dihydrobenzo[b][1,4]dioxin-6-yl)pyrrolidin-1-yl)methyl)-5-(1-methyl-1H-pyrazol-4-yl)pyridine